5-Bromo-4-((6-chloro-5-(hydroxymethyl)-2-(methylthio)pyrimidin-4-yl)methyl)-6-(dibenzylamino)isochroman-4-ol BrC1=C2C(COCC2=CC=C1N(CC1=CC=CC=C1)CC1=CC=CC=C1)(O)CC1=NC(=NC(=C1CO)Cl)SC